2-(8-cyclopropyl-5-oxothieno[3',2':4,5]pyrrolo[1,2-d][1,2,4]triazin-6(5H)-yl)acetic acid C1(CC1)C1=NN(C(C=2N1C1=C(C2)C=CS1)=O)CC(=O)O